CN(CC(C(F)(F)F)NC(N([C@H](C)C1=CC(=CC=C1)C1=CC=2N(C(=C1)OC)N=CC2)CC)=O)C 3-(3-(dimethylamino)-1,1,1-trifluoropropan-2-yl)-1-ethyl-1-((R)-1-(3-(7-methoxypyrazolo[1,5-a]pyridin-5-yl)phenyl)ethyl)urea